NC(=O)CNC(OC[C@@H](CC1=CC=C(C=C1)Cl)N)=O (2R)-2-amino-3-(4-chlorophenyl)propyl (aminocarbonyl)methylcarbamate